trans-2-(4-piperidyl)cyclopropanecarboxylic acid N1CCC(CC1)[C@H]1[C@@H](C1)C(=O)O